4-(2-(2-(1-cyclopropyl-1H-pyrazol-4-yl)-6-methylmorpholino)-7-methyl-8-oxo-6-(trifluoromethyl)-7,8-dihydropyrimido[5,4-d]pyrimidin-4-yl)benzonitrile C1(CC1)N1N=CC(=C1)C1OC(CN(C1)C=1N=C(C2=C(N1)C(N(C(=N2)C(F)(F)F)C)=O)C2=CC=C(C#N)C=C2)C